C(CCCCCCCCCCCCCCCCCCCCC)(=O)NCCCC(C)N(CC)CCNC(CCCCCCCCCCCCCCCCCCCCC)=O behenamidopropyl-behenamidoethyl-diethylamine